NC1=NC=CC2=C(C=CC=C12)C=1C=C2C(CC3(CCN(CC3)C(=O)OC)C2=CC1)OC1=C(C=CC(=C1)C)CC(=O)O 2-(2-((5-(1-aminoisoquinolin-5-yl)-1'-(methoxycarbonyl)-2,3-dihydrospiro[indene-1,4'-piperidin]-3-yl)oxy)-4-methylphenyl)acetic acid